BrC=1C=C2C=C3C(=C4C=CC(=CC4=CC3=CC2=CC1)C(=O)NC(C)C)C1=CC=C(C=C1)C(F)(F)F 8-bromo-N-isopropyl-5-(4-(trifluoromethyl)phenyl)-2-naphthacenecarboxamide